C(C(C)C)[Si](O)(O)C1=CC=CC=C1 Isobutylphenylsilanediol